OCCN(CC(CN(C)CCO)O)C 1,3-Bis[(2-hydroxyethyl)methylamino]-2-propanol